methyl 4-[[6-(5-chloro-1,3-benzoxazol-2-yl)spiro[3.3]heptan-2-yl]carbamoyl]pyridine-2-carboxylate ClC=1C=CC2=C(N=C(O2)C2CC3(CC(C3)NC(=O)C3=CC(=NC=C3)C(=O)OC)C2)C1